(1S,3S)-3-amino-3-methylcyclobutan-1-ol NC1(CC(C1)O)C